ClC1=C(C(=CC=C1OC)F)N1N=CC2=C1COC[C@@H]2NC(C2=NC=C(C(=C2)C)C)=O (R)-N-(1-(2-chloro-6-fluoro-3-methoxyphenyl)-1,4,5,7-tetrahydropyrano[3,4-c]pyrazol-4-yl)-4,5-dimethylpicolinamide